6-((2-(2,6-dioxopiperidin-3-yl)-1,3-dioxoisoindolin-4-yl)oxy)hexanoic acid O=C1NC(CCC1N1C(C2=CC=CC(=C2C1=O)OCCCCCC(=O)O)=O)=O